1,1'-methylenebis[3-(2-hydroxyethyl)-2-pyrrolidinone] C(N1C(C(CC1)CCO)=O)N1C(C(CC1)CCO)=O